CN(C1=CC(=NC=C1)[C@H](C)NC(=O)C1=CC2=CC=CC(=C2C=C1)OC1=CC=C(C=C1)C(F)(F)F)C (S)-N-(1-(4-(dimethylamino)pyridin-2-yl)ethyl)-5-(4-(trifluoromethyl)phenoxy)-2-naphthamide